benzyl 4-(8-fluoro-2-(4-(methylsulfonyl) phenyl) imidazo[1,2-a]pyridin-6-yl)-3,6-dihydropyridine-1(2H)-carboxylate FC=1C=2N(C=C(C1)C=1CCN(CC1)C(=O)OCC1=CC=CC=C1)C=C(N2)C2=CC=C(C=C2)S(=O)(=O)C